3-bromo-2-(4,4-difluoroazepan-1-yl)-5,6,7,8-tetrahydroquinoline BrC=1C(=NC=2CCCCC2C1)N1CCC(CCC1)(F)F